NC1=CC=CC(=N1)S(=O)(=O)NC(=O)C=1C(=NC(=CC1)C=1C(=NC(=CC1)OCC(C)C)C)N1[C@@H](CC[C@@H]1C)C N-[(6-Amino-2-pyridyl)sulfonyl]-2-[(2R,5S)-2,5-dimethylpyrrolidin-1-yl]-6-(6-isobutoxy-2-methyl-3-pyridyl)pyridin-3-carboxamid